BrC=1C=C(OCC=2N=C(OC2)C)C=CC1F 4-[(3-bromo-4-fluoro-phenoxy)methyl]-2-methyl-oxazole